(E)-3-(5-(4-((4-fluoro-1-(4-(1-(4-hydroxyphenyl)-2-phenylbut-1-en-1-yl)phenyl)piperidin-4-yl)methyl)piperazin-1-yl)-1-oxoisoindolin-2-yl)piperidine-2,6-dione FC1(CCN(CC1)C1=CC=C(C=C1)/C(=C(/CC)\C1=CC=CC=C1)/C1=CC=C(C=C1)O)CN1CCN(CC1)C=1C=C2CN(C(C2=CC1)=O)C1C(NC(CC1)=O)=O